BrC1=CC=C(C(=O)C(C(=O)OCC)OC(=O)C2CC(C2)(F)F)C=C1 [1-(4-bromobenzoyl)-2-ethoxy-2-oxo-ethyl]3,3-difluorocyclobutanecarboxylate